N1=CN=C(C2=C1NC=C2)C=2CCN(CC2)C(=O)N 4-(7H-PYRROLO[2,3-D]PYRIMIDIN-4-YL)-3,6-DIHYDROPYRIDIN-1(2H)-CARBOXAMID